isobutyl (methyl)acrylate CC(C(=O)OCC(C)C)=C